(1S,3S)-N1-(5-(1H-Pyrazolo[3,4-b]pyridin-1-yl)pyridin-2-yl)-N3-(6-methyl-1,2,4-triazin-3-yl)cyclopentane-1,3-diamine N1(N=CC=2C1=NC=CC2)C=2C=CC(=NC2)N[C@@H]2C[C@H](CC2)NC=2N=NC(=CN2)C